F[C@@H]1[C@H]([C@H](NC1=O)COC1=NC=CC2=CC(=C(C=C12)OC)C(=O)N)CF 1-{[(2s,3r,4r)-4-fluoro-3-(fluoromethyl)-5-oxopyrrolidin-2-yl]methoxy}-7-methoxyisoquinoline-6-carboxamide